COC1=CC=C(COCC(=O)O)C=C1 2-((4-methoxybenzyl)oxy)acetic acid